2-(3-bromophenyl)-6-methylene-2-(trifluoromethyl)-3,6-dihydro-2H-pyran-4-carboxylic acid methyl ester COC(=O)C=1CC(OC(C1)=C)(C(F)(F)F)C1=CC(=CC=C1)Br